methyl isoamyl ketone oxime C(CC(C)C)C(C)=NO